4-Chloro-2-(2-fluoro-5-methoxy-4-(piperidine-1-carbonyl)phenyl)-1,6-naphthyridin ClC1=CC(=NC2=CC=NC=C12)C1=C(C=C(C(=C1)OC)C(=O)N1CCCCC1)F